SCCCCCSCC(CS)S 1-(5'-mercaptopentylthio)-2,3-dimercapto-propane